N1N(CC2C1CCN2C(=O)[O-])C(=O)[O-] hexahydropyrrolo[3,2-c]pyrazole-2,4-dicarboxylate